2-HYDROXY-2-METHYL-4-(2,4,5-TRIMETHYL-3,6-DIOXOCYCLOHEXA-1,4-DIENYL)BUTANAMIDE OC(C(=O)N)(CCC1=C(C(C(=C(C1=O)C)C)=O)C)C